N-(3-(4-methyl-1H-imidazol-1-yl)-5-(trifluoromethyl)phenyl)benzo[d][1,3]dioxolane-5-carboxamide CC=1N=CN(C1)C=1C=C(C=C(C1)C(F)(F)F)NC(=O)C1=CC2=C(OCO2)C=C1